ClC1=CC=C(C=C1)C(=C(C)NC([C@H]([C@H](CC)C)NC(C1=NC=CC(=C1O)OC)=O)=O)C1=CC=C(C=C1)Cl N-((2S,3S)-1-((1,1-bis(4-chlorophenyl)prop-1-en-2-yl)amino)-3-methyl-1-oxopentan-2-yl)-3-hydroxy-4-methoxypicolinamide